[C@@H]1([C@H](O)[C@H](O)[C@@H](O)[C@@H](O1)C)OC[C@@H]1[C@H]([C@@H]([C@H]([C@@H](O1)OC1=CC2=C(CC[C@H](O2)C2=CC(=C(C=C2)OC)O)C(=C1)O)O)O)O (2S)-7-[[6-O-(6-deoxy-alpha-L-mannopyranosyl)-beta-D-glucopyranosyl]oxy]-2,3-dihydro-5-hydroxy-2-(3-hydroxy-4-methoxyphenyl)-4H-1-benzopyran